[N+](=O)([O-])OCC(O[N+](=O)[O-])CO 1,2-dinitroglycerol